NC(CN1CCN(CC1)C1=CC2=C(CC3(CCN(CC3)C)O2)C=C1NC(=O)C=1C=NN2C1N=CC=C2)=O N-(6-(4-(2-amino-2-oxoethyl)piperazin-1-yl)-1'-methyl-3H-spiro[benzofuran-2,4'-piperidin]-5-yl)pyrazolo[1,5-a]pyrimidine-3-carboxamide